C(C)(C)(C)OC(=O)N1C[C@H](N(CC1)C(=O)N1CCC(CC1)CN1C(C=C(C=C1)C1=CC=CC=C1)=O)C1=CC=CC=C1 (R)-4-(4-((2-oxo-4-phenylpyridine-1(2H)-yl)methyl)piperidine-1-carbonyl)-3-phenylpiperazine-1-carboxylic acid tert-butyl ester